CC(C)C(C)O 2-methylbutan-3-ol